mono-n-Propylether C(CC)OCCC